p-vinylphenol compound with phosphoryl chloride P(=O)(Cl)(Cl)Cl.C(=C)C1=CC=C(C=C1)O